(1aR,5aR)-2-(2,4-Difluoro-phenyl)-1a,2,5,5a-tetrahydro-1H-2,3-diaza-cyclopropa[a]pentalene-4-carboxylic Acid (3-Hydroxy-pyridin-2-yl)-amide OC=1C(=NC=CC1)NC(=O)C=1C=2C[C@@H]3[C@H](C2N(N1)C1=C(C=C(C=C1)F)F)C3